NC=1C2=C(N=CN1)SC(=C2)C=2C=C(C=CC2)C#C[C@]2(C(N(CC2)C)=O)O (R)-3-((3-(4-Aminothieno[2,3-d]pyrimidin-6-yl)phenyl)ethynyl)-3-hydroxy-1-methylpyrrolidin-2-one